(5-methylsulfanyl-1,3,4-thiadiazol-2-yl)-5-(3-phenylpyrrolidin-1-yl)-1,3,4-oxadiazole CSC1=NN=C(S1)C=1OC(=NN1)N1CC(CC1)C1=CC=CC=C1